OC(CC(=O)OCC)C1=CC=CC=C1 ethyl 3-hydroxy-3-phenylpropanoate